C(C)OC(C(C)C=1CC(C=CC1)(C1=CC=C(C=C1)[N+](=O)[O-])C1=C2CCN(CC2=CC=C1)CC1=CC=CC=C1)=O (l)-3-(2-benzyl-1,2,3,4-tetrahydroisoquinolin-5-yl)-3-(4-nitrophenyl)phenylpropionic acid ethyl ester